N[C@H]1CN(C[C@@H]1O)C1=NC(=CC(=C1)C=1C=C(C=CC1C)NC(=O)N1C[C@@H](CC1)CC(F)(F)F)N1CCOCC1 (3S)-N-(3-{2-[(3S,4S)-3-amino-4-hydroxypyrrolidin-1-yl]-6-(morpholin-4-yl)pyridin-4-yl}-4-methylphenyl)-3-(2,2,2-trifluoroethyl)pyrrolidine-1-carboxamide